(9R,13S)-13-{4-[5-chloro-2-(1-methyl-1H-indol-5-yl)phenyl]-6-oxo-1,6-dihydropyrimidin-1-yl}-3,9-dimethyl-3,4,7,15-tetraazatricyclo[12.3.1.02,6]octadeca-1(18),2(6),4,14,16-pentaen-8-one ClC=1C=CC(=C(C1)C=1N=CN(C(C1)=O)[C@H]1CCC[C@H](C(NC=2C=NN(C2C=2C=CN=C1C2)C)=O)C)C=2C=C1C=CN(C1=CC2)C